9-(4-((2,2-difluoromorpholin-4-yl)carbonyl)phenyl)-3-methyl-2-(trifluoromethyl)-4H-pyrido[1,2-a]pyrimidin-4-one FC1(CN(CCO1)C(=O)C1=CC=C(C=C1)C1=CC=CN2C1=NC(=C(C2=O)C)C(F)(F)F)F